COC(=O)[C@@H]1C[C@H](CCC1)OC=1C(=NC(=CC1)C=1N=NN(C1COC1OCCCC1)C)C1COC1 (1S,3S)-3-((6-(1-methyl-5-(((tetrahydro-2H-pyran-2-yl)oxy)methyl)-1H-1,2,3-triazol-4-yl)-2-(oxetan-3-yl)pyridin-3-yl)oxy)cyclohexane-1-carboxylic acid methyl ester